FCCCOC[C@H](C(C)C)NC(=O)C1=NC(=C(C=C1)N1CC(C1)OC)OCC1COC1 N-[(2S)-1-(3-fluoropropoxy)-3-methylbutan-2-yl]-5-(3-methoxyazetidin-1-yl)-6-[(oxetan-3-yl)methoxy]pyridine-2-carboxamide